C(CCCCCC(C)(C)C)(=O)[O-].C(CCCCCC(C)(C)C)(=O)[O-].C(CCCCCCCCCCC)(=O)[O-].C(CCCCCCCCCCC)(=O)[O-].[Sn+4].C(C=C)(=O)OCCCCCCCCOP(=O)(O)O.ClC1=C(C=CC=C1)CC(=O)NC=1C=C(C2=CN(N=C2C1)CC1=CC(=CC=C1)OC)S(N)(=O)=O 2-(2-chlorophenyl)-N-(2-(3-methoxybenzyl)-4-sulfamoyl-2H-indazol-6-yl)acetamide acryloyloxyoctyl-dihydrogenphosphate tin dilaurate dineodecanoate